6-(4-((4-(1H-pyrazol-4-yl)phenyl)amino)pyrimidin-2-yl)-N-methyl-N-(2,2,2-trifluoro-ethyl)-1H-indole-2-carboxamide N1N=CC(=C1)C1=CC=C(C=C1)NC1=NC(=NC=C1)C1=CC=C2C=C(NC2=C1)C(=O)N(CC(F)(F)F)C